C(C)OC(=O)C=1N=CN(C1)C(CC)CC.ClC1=CC=CC(=N1)C(=O)N1C[C@H]([C@H](C12CCCC2)O)F (6-chloropyridin-2-yl)((3R,4S)-3-fluoro-4-hydroxy-1-azaspiro[4.4]nonan-1-yl)methanone ethyl-1-(pentan-3-yl)-1H-imidazole-4-carboxylate